[Ta].[La].[Ru] ruthenium-lanthanum-tantalum